OC1=C(C(=C(C=2COC(C21)=O)C)OC)CC=C(CCC(=O)O)C 6-(4-hydroxy-6-methoxy-7-methyl-3-oxo-1H-2-benzofuran-5-yl)-4-methyl-hex-4-enoic acid